The molecule is a sulfonamide consisting of butanoic acid with a 4-aminobenzenesulfonamido group at its 4-position. It has a role as a hapten. It is a sulfonamide and a monocarboxylic acid. C1=CC(=CC=C1N)S(=O)(=O)NCCCC(=O)O